3-(thiophen-2-yl)acrylonitrile S1C(=CC=C1)C=CC#N